Methyl (((3R,4R)-4-(4-chloro-2-(5-fluoropyridin-2-yl)-1H-imidazol-5-yl)-3-methylpiperidin-1-yl)sulfonyl)glycinate ClC=1N=C(NC1[C@H]1[C@H](CN(CC1)S(=O)(=O)NCC(=O)OC)C)C1=NC=C(C=C1)F